9-[[2-(2,6-dioxopiperidin-3-yl)-1,3-dioxoisoindol-4-yl]amino]nonanamide O=C1NC(CCC1N1C(C2=CC=CC(=C2C1=O)NCCCCCCCCC(=O)N)=O)=O